N,N'-di-tert-butylthiourea CC(C)(C)NC(=S)NC(C)(C)C